CN1CCN(CC1)CC=1C=C(C=CC1)C=1C=C2C(=NC1)NC=C2C=2C=C(C=CC2)NC(=O)C=2C(N(C(=CC2)C)C2=CC=C(C=C2)F)=O 1-(4-Fluoro-phenyl)-6-methyl-2-oxo-1,2-dihydro-pyridine-3-carboxylic acid (3-{5-[3-(4-methyl-piperazin-1-ylmethyl)-phenyl]-1H-pyrrolo[2,3-b]pyridin-3-yl}-phenyl)-amide